NCC1=NNC(C2=C(C=C(C=C12)C=1C=NN(C1C1=C(C#N)C(=CC=C1)OCC)C)C)=O 2-(4-(4-(aminomethyl)-8-methyl-1-oxo-1,2-dihydrophthalazin-6-yl)-1-methyl-1H-pyrazol-5-yl)-6-ethoxybenzonitrile